(S)-1-(1-(1-acryloylpyrrolidin-3-yl)-4-amino-3-((2,6-difluoro-3,5-dimethoxyphenyl)ethynyl)-1H-pyrazolo[4,3-c]pyridin-7-yl)cyclopropane-1-carbonitrile C(C=C)(=O)N1C[C@H](CC1)N1N=C(C=2C(=NC=C(C21)C2(CC2)C#N)N)C#CC2=C(C(=CC(=C2F)OC)OC)F